CN1N=NC2=C1C=CC(=C2C)[C@@H](CC)C=2C=C(C1=C(C=CS1)C2)CN2[C@@H](C1(OC3=C(C2)N=C(C=C3)O)CC1)C |o1:11| (3S*)-3-(1,4-dimethyl-1H-benzotriazol-5-yl)-3-(7-{[(3'R)-7'-hydroxy-3'-methyl-3'H-spiro[cyclopropane-1,2'-pyrido[2,3-f][1,4]oxazepine]-4'(5'H)-yl]methyl}-1-benzothiophen-5-yl)propane